6-chloro-3-fluoro-5-(1-((1-fluorocyclopentyl)methyl)-1H-pyrazol-4-yl)picolinonitrile ClC1=C(C=C(C(=N1)C#N)F)C=1C=NN(C1)CC1(CCCC1)F